C12C3C4C=CC(C3C(CC1)C2)C4 Tetracyclo[6.2.1.13,6.02,7]dodeca-4-ene